5-(4-((2-aminopyridin-4-yl)methyl)piperazin-1-yl)-N,6-dimethyl-picolinamide NC1=NC=CC(=C1)CN1CCN(CC1)C=1C=CC(=NC1C)C(=O)NC